1-(2-thienyl)-1-propanone S1C(=CC=C1)C(CC)=O